ClC=1C=C2C=C(NC2=CC1)CN1CCN(CC1)C1=CC=NC=C1 5-chloro-2-[[4-(4-pyridinyl)piperazin-1-yl]methyl]-1H-indole